1-(2-amino-4,6-dichloro-pyrimidin-5-yl)ethanol NC1=NC(=C(C(=N1)Cl)C(C)O)Cl